C12CN(CC(N1)C2)C=2OC1=C(N2)C(=CC=C1C=1SC=CN1)OC(C(C)(O)C)(F)F [2-(3,6-diazabicyclo[3.1.1]heptan-3-yl)-7-(thiazol-2-yl)benzo[d]oxazol-4-yl]oxyl-1,1-difluoro-2-methylpropan-2-ol